3-fluoro-1-naphthalonitrile FC=1C=C(C2=CC=CC=C2C1)C#N